OC1(CCCCC1)C(C(CC)=O)C=1SC=C(C1)C 1-hydroxy-cyclohexyl-1-(4-methylthiophenyl)butanone